C1(=CC=C(C=C1)C=1SC(=CC1)C1=CC=C(C=C1)C1=CC=CC=C1)C1=CC=CC=C1 2,5-bis(4-biphenylyl)thiophene